CC(CC)CCCC(CCCCCC)C 3,7-Dimethyltridecan